(2-{4,4-Dimethyl-9-oxo-1,10-diazatricyclo[6.4.0.02,6]dodeca-2(6),7-dien-10-yl}-4-{1-methyl-5-[(5-methyl-1,2-oxazol-3-yl)amino]-6-oxo-1,6-dihydropyridin-3-yl}pyridin-3-yl)methyl Acetate C(C)(=O)OCC=1C(=NC=CC1C1=CN(C(C(=C1)NC1=NOC(=C1)C)=O)C)N1C(C2=CC=3CC(CC3N2CC1)(C)C)=O